FC(C1=CC(=NO1)OC1CC(CC1)N)(F)F 3-((5-(trifluoromethyl)isoxazol-3-yl)oxy)cyclopentan-1-amine